BrC=1C=CC(=C(C1)C1=C(C(=C(C=C1)Cl)C)C)[N+](=O)[O-] 5'-bromo-4-chloro-2,3-dimethyl-2'-nitro-1,1'-biphenyl